BrC(CC(=O)[O-])C(CBr)=O 3,5-dibromo-4-keto-valerate